4-chloro-3-(2-chloroethoxy)-8-(3-(tetrahydro-2H-pyran-4-yl)-1H-pyrazolo[3,4-b]pyridin-5-yl)-5,6,7,8-tetrahydronaphthalene-2-carbonitrile ClC1=C(C(=CC=2C(CCCC12)C=1C=C2C(=NC1)NN=C2C2CCOCC2)C#N)OCCCl